N-salicylidene-4-dimethylaminoaniline C(C=1C(O)=CC=CC1)=NC1=CC=C(C=C1)N(C)C